CC1(C=2C=CC=CC2NC=2C=C3C(=CC12)N(C1=CC=CC=C13)C1=CC=CC=C1)C 13,13-dimethyl-11-phenyl-11,13-dihydro-5H-indolo[2,3-b]acridine